COC(CC(OC)OC)=O methyl-3,3-dimethoxypropanoate